N1(C=CC=C1)CC=1C=C(C(=O)O)C=CC1Br 3-((1H-pyrrol-1-yl)methyl)-4-bromobenzoic acid